Tert-butyl ((S)-1-((2S,4R)-2-((4-ethynyl-2-methoxybenzyl)carbamoyl)-4-hydroxypyrrolidin-1-yl)-3,3-dimethyl-1-oxobutan-2-yl)carbamate C(#C)C1=CC(=C(CNC(=O)[C@H]2N(C[C@@H](C2)O)C([C@H](C(C)(C)C)NC(OC(C)(C)C)=O)=O)C=C1)OC